7-((2R,5R)-2-(((tert-butyldimethylsilyl)oxy)methyl)-5-ethylpiperazin-1-yl)-4-methyl-2-(tetrahydro-2H-pyran-2-yl)-2,4-dihydro-5H-pyrazolo[4,3-b]pyridin-5-one [Si](C)(C)(C(C)(C)C)OC[C@@H]1N(C[C@H](NC1)CC)C=1C=2C(N(C(C1)=O)C)=CN(N2)C2OCCCC2